(2R,3R,4S)-2-(6-Amino-8-(furan-2-yl)-2-(hex-1-yn-1-yl)-9H-purin-9-yl)tetrahydrothiophene-3,4-diol NC1=C2N=C(N(C2=NC(=N1)C#CCCCC)[C@@H]1SC[C@H]([C@H]1O)O)C=1OC=CC1